ClC=1C(=NC(=NC1)N1CC(NCCC1)C(C)C)NC=1C=C2C=NNC2=CC1 N-(5-chloro-2-(3-isopropyl-1,4-diazepan-1-yl)pyrimidin-4-yl)-1H-indazol-5-amine